(S)-tert-butyl (1-(5-carbamoyl-4-((2',3'-difluoro-[1,1'-biphenyl]-3-yl)amino)pyrimidin-2-yl)piperidin-3-yl)carbamate C(N)(=O)C=1C(=NC(=NC1)N1C[C@H](CCC1)NC(OC(C)(C)C)=O)NC=1C=C(C=CC1)C1=C(C(=CC=C1)F)F